3-hydroxy-5-methyl-3,6,7,8-tetrahydro-1H-2,4-diaza-as-indacene-2-carboxylic acid tert-butyl ester C(C)(C)(C)OC(=O)N1CC2=C3CCCC3=C(N=C2C1O)C